OC1CC(C1)CCN(CCCCCCC(C(=O)N(CCCCCCCCCC)CCCCCCCCCC)F)CCCCCCC(C(=O)N(CCCCCCCCCC)CCCCCCCCCC)F 8,8'-((2-((1S,3R)-3-hydroxycyclobut-yl)ethyl)azanediyl)-bis(N,N-didecyl-2-fluorooctanamide)